ClC=1C(=NC(=NC1)NC1=CC(=CC(=C1)N(C)CCOC)OC)NC1=C(C=CC=C1)P(=O)(C)C 5-chloro-N4-(2-dimethylphosphorylphenyl)-N2-[3-methoxy-5-[2-methoxyethyl(methyl)amino]phenyl]Pyrimidine-2,4-diamine